N(=C=S)CCCCCCNC(=O)C1=CC=C(C=C1)C(C1=CC=CC(=N1)C(=O)OC)N1CCOCCOCCN(CCOCCOCC1)CC1=NC(=CC=C1)C(=O)OC methyl 6-((4-((6-isothiocyanatohexyl)carbamoyl)phenyl)(16-((6-(methoxycarbonyl)pyridin-2-yl)methyl)-1,4,10,13-tetraoxa-7,16-diazacyclooctadecan-7-yl)methyl)picolinate